C[C@@H]1N([C@@H](CNC1)C)C=1C2=C(N(C(N1)=O)C=1C(=NC=CC1C)C(C)C)N=C(C(=C2)C#N)C2=C(C=CC(=C2)C)F 4-((2S,6R)-2,6-dimethylpiperazin-1-yl)-7-(2-fluoro-5-methylphenyl)-1-(2-isopropyl-4-methylpyridin-3-yl)-2-oxo-1,2-dihydropyrido[2,3-d]pyrimidine-6-carbonitrile